4-[4-[Acetyl-(isopropyl)amino]-3-methyl-phenyl]-N-(3-pyridylmethyl)benzamide C(C)(=O)N(C1=C(C=C(C=C1)C1=CC=C(C(=O)NCC=2C=NC=CC2)C=C1)C)C(C)C